C(C)(C)(C)OC(=O)N1CCN(CC1)C1=CC2=C(C=C(S2)C(=O)O)C=C1 6-(4-[(tert-butoxy)carbonyl]piperazine-1-yl)-1-benzothiophene-2-carboxylic acid